C[C@H]1N(CCC1)C(=O)O[C@H]1C[C@H](CC1)C1=CC(=NN1)NC(CC1=CC(=NO1)C)=O (1R,3S)-3-(3-{[(3-methyl-1,2-oxazol-5-yl)acetyl]-amino}-1H-pyrazol-5-yl)-cyclopentyl (2R)-2-meth-ylpyrrolidine-1-carboxylate